tert-butyl-[(2-cyclopropylsulfonyl-5-phenyl-6,7-dihydro-5H-pyrrolo[1,2-b][1,2,4]triazol-7-yl)oxy]-dimethyl-silane C(C)(C)(C)[Si](C)(C)OC1CC(N2N=C(N=C21)S(=O)(=O)C2CC2)C2=CC=CC=C2